3-(trifluoromethyl)-1-butene FC(C(C=C)C)(F)F